2'-Chloro-5'-methoxy-N-(5-(3-methoxy-5-methylpyrazine-2-carbonyl)-5,6-dihydro-4H-pyrrolo[3,4-d]thiazol-2-yl)-6-methyl-[4,4'-bipyridine]-3-carboxamide ClC1=NC=C(C(=C1)C1=C(C=NC(=C1)C)C(=O)NC=1SC2=C(N1)CN(C2)C(=O)C2=NC=C(N=C2OC)C)OC